N-((5-chlorothien-2-yl)methyl)-4-fluorobenzamide ClC1=CC=C(S1)CNC(C1=CC=C(C=C1)F)=O